ClC=1C=NC(=NC1)N1CCC1 1-(5-chloropyrimidin-2-yl)azetidin